O1CC(CC1)C(=O)O[C@H]1[C@H](NC[C@@H]1O)CC1=CC=C(C=C1)OC (2R,3S,4S)-4-hydroxy-2-[(4-methoxyphenyl)methyl]pyrrolidin-3-yl oxolane-3-carboxylate